3,5-dimethyl-[1,1'-biphenyl]-4,4'-Diol CC=1C=C(C=C(C1O)C)C1=CC=C(C=C1)O